(2R)-N-{(1R)-1-cyano-2-[4-(3-methyl-2-oxo-2,3-dihydro-1,3-benzoxazol-5-yl)phenyl]ethyl}-1,4-oxaazepan-2-carboxamide C(#N)[C@@H](CC1=CC=C(C=C1)C=1C=CC2=C(N(C(O2)=O)C)C1)NC(=O)[C@@H]1OCCCNC1